ClC1=C(C(=O)N2C[C@H](N(CC2)C=2C=CC(=NC2CN)C=2C(=NC=CC2)OCC)CC)C=CC(=C1)C 1-{5-[(2R)-4-(2-chloro-4-methylbenzoyl)-2-ethylpiperazin-1-yl]-2'-ethoxy-[2,3'-bipyridin]-6-yl}methylamine